ClC1=C(C=C2C=C(N=CC2=C1)NC(=O)[C@H]1[C@H](C1)C1CCOCC1)N1CCN(CC1)[C@]1(COC[C@H]1O)C (1R,2R)-N-[7-chloro-6-[4-((3S,4S)-4-hydroxy-3-methyl-tetrahydrofuran-3-yl)piperazin-1-yl]-3-isoquinolinyl]-2-tetrahydropyran-4-yl-cyclopropanecarboxamide